C(C)(CC)O[Fe+2] sec-butoxyiron (III)